(3S,5R)-1-(((9H-fluoren-9-yl)methoxy)carbonyl)-5-(tert-butoxycarbonyl)-3-((3,4-dichlorobenzyl)amino)pyrrolidine-3-carboxylic acid C1=CC=CC=2C3=CC=CC=C3C(C12)COC(=O)N1C[C@@](C[C@@H]1C(=O)OC(C)(C)C)(C(=O)O)NCC1=CC(=C(C=C1)Cl)Cl